(1R,6S)-2,5-dioxo-8-azabicyclo[4.3.0]nonane hydrochloride Cl.O=C1[C@H]2CNC[C@H]2C(CC1)=O